FC1=C(C(=CC(=C1)F)OCCOC)C1=C2C(=C(N=C1C1=NN3C([C@H](N(CC3)C(=O)OC(C)(C)C)C)=C1)OC)OC=C2F tert-butyl (4R)-2-[4-[2,4-difluoro-6-(2-methoxyethoxy)phenyl]-3-fluoro-7-methoxy-furo[2,3-c]pyridin-5-yl]-4-methyl-6,7-dihydro-4H-pyrazolo[1,5-a]pyrazine-5-carboxylate